O1NC=CC=C1C(=O)[O-] oxazine-6-carboxylate